2-(3,5-dichloro-4-((5-isopropyl-6-oxo-1,6-dihydropyridin-3-yl)oxy)phenyl)-1,2,4-triazine ClC=1C=C(C=C(C1OC1=CNC(C(=C1)C(C)C)=O)Cl)N1NC=CN=C1